FC1=CC=C2C(=NC=NC2=C1)NC1=CC=C(C=C1)OC1=CC=C(C=C1)C(F)(F)F 7-fluoro-N-(4-(4-(trifluoromethyl)phenoxy)phenyl)quinazolin-4-amine